methyl-3-(4-hydroxyphenyl)propionate COC(CCC1=CC=C(C=C1)O)=O